1,2-bis(3-methoxy-4-hydroxyphenyl)ethylene COC=1C=C(C=CC1O)C=CC1=CC(=C(C=C1)O)OC